tert-butyl 4-(4-(4,7-dichloro-2-(1-(6,7-dihydro-5H-pyrrolo[1,2-c]imidazol-1-yl)-2-oxo-2-(thiazol-2-ylamino)ethyl)-2H-indazol-6-yl)phenyl)piperazine-1-carboxylate ClC=1C2=CN(N=C2C(=C(C1)C1=CC=C(C=C1)N1CCN(CC1)C(=O)OC(C)(C)C)Cl)C(C(NC=1SC=CN1)=O)C1=C2N(C=N1)CCC2